COC(=O)C=1N=CC=2NC3=CC=CC=C3C2C1 3-methoxycarbonyl-beta-carboline